4-(3,5-Dimethyl-isoxazol-4-ylmethoxy)-N-(2,3-dimethyl-phenyl)-3-{3-[5-((3aS,4S,6aR)-2-oxo-hexahydro-thieno[3,4-d]imidazol-4-yl)-pentanoylamino]-propyl}-benzamide CC1=NOC(=C1COC1=C(C=C(C(=O)NC2=C(C(=CC=C2)C)C)C=C1)CCCNC(CCCC[C@@H]1SC[C@@H]2NC(N[C@@H]21)=O)=O)C